ClC1=NC=C(C(=C1)C1=CC(=NC(=C1)N1[C@H](CCCC1)C(F)(F)F)OCC1=CC=C(C=C1)OC)C (R)-2-chloro-2'-((4-methoxybenzyl)oxy)-5-methyl-6'-(2-(trifluoromethyl)piperidin-1-yl)-4,4'-bipyridine